1-((1-(2-hydroxyethyl)-1H-pyrrolo[2,3-b]pyridin-4-yl)methyl)-3-(4-methoxy-3-(pentyloxy)phenyl)tetrahydropyrimidin-2(1H)-one OCCN1C=CC=2C1=NC=CC2CN2C(N(CCC2)C2=CC(=C(C=C2)OC)OCCCCC)=O